ClC=1C=CC2=C(N=C(O2)C2CC3(CC(C3)NC(=O)C=3OC(=CC3)NS(=O)(=O)C)C2)C1 N-[6-(5-chloro-1,3-benzoxazol-2-yl)spiro[3.3]heptan-2-yl]-5-(methylsulfonylamino)furan-2-carboxamide